2-fluoro-4-(1-(2-fluoro-4-((R)-3-methoxypyrrolidin-1-yl)phenyl)-3-((R)-3-(methylamino)piperidine-1-carbonyl)-1H-pyrazol-5-yl)benzonitrile FC1=C(C#N)C=CC(=C1)C1=CC(=NN1C1=C(C=C(C=C1)N1C[C@@H](CC1)OC)F)C(=O)N1C[C@@H](CCC1)NC